[P]=O.[V] vanadium phosphorus oxide